The molecule is a methanesulfonate ester that is methanesulfonic acid in which the hydrogen of the hydroxy group has been replaced by a 2-ethoxy-3,3-dimethyl-2,3-dihydro-1-benzofuran-5-yl group. It is an ether, a methanesulfonate ester and a member of 1-benzofurans. CCOC1C(C2=C(O1)C=CC(=C2)OS(=O)(=O)C)(C)C